(2S,4R)-1-(2-(3-((2-bromobenzyl)oxy)isoxazol-5-yl)-3-methylbutanoyl)-4-hydroxy-N-((S)-1-(4-(4-methylthiazol-5-yl)phenyl)ethyl)pyrrolidine-2-carboxamide BrC1=C(COC2=NOC(=C2)C(C(=O)N2[C@@H](C[C@H](C2)O)C(=O)N[C@@H](C)C2=CC=C(C=C2)C2=C(N=CS2)C)C(C)C)C=CC=C1